1-methyl-4-N-[4-(trifluoromethyl)phenyl]pyrazolo[3,4-d]pyrimidine-4,6-diamine CN1N=CC=2C1=NC(=NC2NC2=CC=C(C=C2)C(F)(F)F)N